N1C(=NC2=C1C=CC=C2)[C@@H](C)NC([C@H](CC(N2[C@H](CCC2)C2=CC=CC=C2)=O)NC(CCC(C)C)=O)=O N-((S)-1-(((R)-1-(1H-benzo[d]imidazol-2-yl)ethyl)amino)-1,4-dioxo-4-((R)-2-phenylpyrrolidin-1-yl)butan-2-yl)-4-methylpentanamide